({2,2-difluoro-1-[(1-hydroxyethoxy)methyl]cyclopropyl}methoxy)(methyl)-lambda4-sulfanediol FC1(C(C1)(COC(C)O)COS(O)(O)C)F